The molecule is a linear amino pentasaccharide comprising one fucose, two galactose, one glucosamine and one glucose unit (at the reducing end), linked as shown. It is an amino pentasaccharide and a glucosamine oligosaccharide. C[C@H]1[C@H]([C@H]([C@@H]([C@@H](O1)O[C@@H]2[C@H]([C@H]([C@H](O[C@H]2O[C@@H]3[C@H]([C@@H](O[C@@H]([C@H]3O)CO)O[C@H]4[C@H]([C@H](O[C@H]([C@@H]4O)O[C@@H]5[C@H](OC([C@@H]([C@H]5O)O)O)CO)CO)O)NC(=O)C)CO)O)O)O)O)O